ClC=1C=C(C=CC1F)N(C(=O)[C@@H]1CCCN1C1=NC(=CC(=C1)C(F)(F)F)C)C (3S,5S)-5-[(3-chloro-4-fluorophenyl)(methyl)carbamoyl]-1-[6-methyl-4-(trifluoromethyl)pyridin-2-yl]Pyrrolidin